COC1=CC=C(C=C1)C(C#CC1=CC=C(C=C1)C)=O 1-(4-methoxyphenyl)-3-(p-tolyl)prop-2-yn-1-one